ClC1=C(C(=NC(=N1)SC)NC1=NNC(=C1)C1CC1)C1CC1 6-chloro-5-cyclopropyl-N-(5-cyclopropyl-1H-pyrazol-3-yl)-2-(methylthio)pyrimidin-4-amine